Methyl 4-(4-bromo-2-methoxyphenyl)butanoate BrC1=CC(=C(C=C1)CCCC(=O)OC)OC